8-((3R,4R)-3-ethyl-4-(4-fluoro-3-propylphenoxy)piperidin-1-yl)-5-methyl-6-oxo-5,6-dihydro-1,5-naphthyridine-2-carbonitrile C(C)[C@@H]1CN(CC[C@H]1OC1=CC(=C(C=C1)F)CCC)C1=CC(N(C=2C=CC(=NC12)C#N)C)=O